C(C1=CC=CC=C1)N(CCOC1CCC(CC1)OC=C)CC1=CC=CC=C1 N,N-Dibenzyl-2-(((1r,4r)-4-(vinyloxy)cyclohexyl)oxy)ethan-1-amine